FC(C(F)(F)F)(C(C(C(C(C(C(F)(F)F)(F)F)(F)F)(F)F)(F)F)(F)F)OC(CF)(F)F 1,1,2-trifluoroethyl perfluorohexyl-ethyl ether